ethyl 2-methyl-6-(oxetan-2-ylmethyl)-5-oxo-5,6-dihydro-1,6-naphthyridine-3-carboxylate CC1=NC=2C=CN(C(C2C=C1C(=O)OCC)=O)CC1OCC1